phosphite P([O-])([O-])[O-]